4-amino-7-fluoro-8-(4-methoxypyridin-3-yl)-3-(propylcarbamoyl)isoquinoline 2-oxide NC1=C([N+](=CC2=C(C(=CC=C12)F)C=1C=NC=CC1OC)[O-])C(NCCC)=O